ClC1=C(C=C(OCC(=O)NC23CC(C2)(C3)NC3=CC=NC2=CC(=CC=C32)Cl)C=C1)F 2-(4-chloro-3-fluorophenoxy)-N-{3-[(7-chloroquinolin-4-yl)amino]bicyclo[1.1.1]pentan-1-yl}acetamide